ClC1=CC=C(CN2C(=NC=3N(C(N(C(C23)=O)CCCO)=O)C)OC2=C(C(=CC=C2)F)F)C=C1 7-(4-chlorobenzyl)-8-(2,3-difluorophenoxy)-1-(3-hydroxypropyl)-3-methyl-1H-purine-2,6(3H,7H)-dione